F[C@H]1C[C@H](N2N=C(N=C21)C(=O)C2COCCC2)C2=CC=CC=C2 ((5s,7s)-7-fluoro-5-phenyl-6,7-dihydro-5H-pyrrolo[1,2-b][1,2,4]triazol-2-yl)(tetrahydro-2H-pyran-3-yl)methanone